(E)-6-bromo-2-(tert-butyl)-3-(methoxyimino)-2,3-dihydro-1H-benzo[f]isoindol-1-one BrC1=CC=2C(=CC=3C(N(/C(/C3C2)=N/OC)C(C)(C)C)=O)C=C1